ClC1=NC(=C2N=CNC2=N1)N[C@@H](C)C=1N(C(C2=C(C=CC=C2C1)C)=O)C1=CC=CC=C1 (S)-3-(1-(2-chloro-9H-purin-6-ylamino)ethyl)-8-methyl-2-phenylisoquinoline-1(2H)-one